NC[C@H]1NC([C@H](SCC1)C1=CC(=CC=C1)C1=CC=NC=C1)=O (2R,5S)-5-(aminomethyl)-2-[3-(4-pyridyl)phenyl]-1,4-thiazepan-3-one